CN(C(C)C)CC1=NN=NN1C1=CC(=CC=C1)[N+](=O)[O-] N-methyl-N-((1-(3-nitrophenyl)-1H-tetrazol-5-yl)methyl)propan-2-amine